C(C)(C)(C)OC(=O)N[C@@H](C(=O)N1[C@@H](C[C@H](C1)N1CCCCC1)C(=O)OC)CC1CCCCC1 methyl (2S,4R)-1-((R)-2-((tert-butoxycarbonyl)amino)-3-cyclohexylpropanoyl)-4-(piperidin-1-yl)pyrrolidine-2-carboxylate